perfluoro (hexyl)methyl ether C(CCCCC)COF